FC1=C(C=C(C=C1)F)[C@@H]1N(CCC1)C1=NC=2N(C=C1)N=CC2C=2NC(=NN2)C(CO)F 2-(5-(5-((R)-2-(2,5-difluorophenyl)pyrrolidin-1-yl)pyrazolo[1,5-a]pyrimidin-3-yl)-4H-1,2,4-triazol-3-yl)-2-fluoroethane-1-ol